2,3-Dimethoxy-12-(3-(piperidin-1-yl)propyl)-12,13-dihydro-[1,3]dioxolo[4',5':4,5]benzo[1,2-c]phenanthridine COC=1C=C2CN(C=3C4=C(C=CC3C2=CC1OC)C=C1C(=C4)OCO1)CCCN1CCCCC1